ethyl 4-(3-(2-(3-((2-amino-2-(1-methyl-1H-pyrazol-4-yl)acetamido)methyl)-4,5-dimethylphenoxy)ethyl)piperidin-1-yl)-4-oxobutanoate NC(C(=O)NCC=1C=C(OCCC2CN(CCC2)C(CCC(=O)OCC)=O)C=C(C1C)C)C=1C=NN(C1)C